CN1N=C2C(=CC(=CC2=C1)C1=CC=C(CN2C(C3=NC=CC=C3C2=O)([2H])[2H])C=C1)C 6-(4-(2,7-dimethyl-2H-indazol-5-yl)benzyl)-6,7-dihydro-5H-pyrrolo[3,4-b]pyridin-5-one-7,7-d2